2-(2-(1-hydroxycyclopropyl)phenyl)-9-(4-(1-methyl-4-(trifluoromethyl)-1H-imidazol-2-yl)benzyl)-7,9-dihydro-8H-purin-8-one OC1(CC1)C1=C(C=CC=C1)C1=NC=C2NC(N(C2=N1)CC1=CC=C(C=C1)C=1N(C=C(N1)C(F)(F)F)C)=O